FC(C1=C(C=NC(=C1)NC1=CC2=C(OC[C@H]3N2C(CC3)=O)N=C1)C1=NC=C(C=C1)N1C(CCC1)=O)F (S)-2-((4'-(difluoro-methyl)-5-(2-oxo-pyrrolidin-1-yl)-[2,3'-bipyridin]-6'-yl)-amino)-6,6a,7,8-tetra-hydro-9H-pyrido[2,3-b]pyrrolo[1,2-d][1,4]-oxazin-9-one